6-[6-amino-1-[(4-amino-2,6-difluoro-phenyl)methyl]pyrazolo[3,4-d]pyrimidin-4-yl]pyridine-2-carbonitrile NC1=NC(=C2C(=N1)N(N=C2)CC2=C(C=C(C=C2F)N)F)C2=CC=CC(=N2)C#N